FC(OC=1C(=NC(=NC1OC)NS(=O)(=O)C1=CNC2=C(C(=CC=C12)C(F)F)F)OC)F N-[5-(difluoromethoxy)-4,6-dimethoxy-pyrimidin-2-yl]-6-(difluoromethyl)-7-fluoro-1H-indole-3-sulfonamide